BrC=1C2=C(C(N(C1)C)=O)N(C(=C2)C=2C=NN(C2)C(F)(F)F)S(=O)(=O)C2=CC=C(C)C=C2 4-bromo-6-methyl-1-tosyl-2-(1-(trifluoromethyl)-1H-pyrazol-4-yl)-1,6-dihydro-7H-pyrrolo[2,3-c]pyridin-7-one